3-(5-chloro-2-((3-cyclopropyl-5-(((3R,5S)-3,5-dimethylpiperazin-1-yl)methyl)phenyl)amino)pyrimidine-4-yl)-6-methyl-1H-indol-7-ol ClC=1C(=NC(=NC1)NC1=CC(=CC(=C1)CN1C[C@H](N[C@H](C1)C)C)C1CC1)C1=CNC2=C(C(=CC=C12)C)O